5-hydroxy-N-ethyl-N-propyltryptamine OC1=CC=C2NC=C(CCN(CCC)CC)C2=C1